N1C(=NC2=C1C=CC=C2)NC(CNC(=O)C2=NOC=N2)C2=CC(=CC=C2)C(F)(F)F N-{2-[(1H-1,3-benzodiazol-2-yl)amino]-2-[3-(trifluoromethyl)phenyl]ethyl}-1,2,4-oxadiazole-3-carboxamide